C(C)OC1=C(C=C(C=C1)S(=O)(=O)O)C=1NC(C2=C(N1)C(=NN2C)CCC)=O 4-ethoxy-3-(1-methyl-7-oxo-3-propyl-6,7-dihydro-1H-pyrazolo[4,3-d]pyrimidin-5-yl)benzenesulfonic acid